N1CC(C1)N1C(CN(CC1)C(=O)OC(C)(C)C)C(=O)OC 1-(tert-butyl) 3-methyl 4-(azetidin-3-yl)piperazine-1,3-dicarboxylate